O=C1NC(CCC1N1C(C2=CC=C(C=C2C1=O)N1CCC2(CCN(CC2)CC2CN(C2)C(=O)OC(C)(C)C)CC1)=O)=O tert-butyl 3-((9-(2-(2,6-dioxopiperidin-3-yl)-1,3-dioxoisoindolin-5-yl)-3,9-diazaspiro[5.5]undecan-3-yl)methyl)azetidine-1-carboxylate